N-(methylsulfonyl)-N-(6-nitro-2,3-dihydrobenzofuran-5-yl)methanesulfonamide CS(=O)(=O)N(S(=O)(=O)C)C=1C(=CC2=C(CCO2)C1)[N+](=O)[O-]